(2R)-N-((R or S)-(3-fluoro-4-(trifluoro-methoxy)phenyl)(5-fluoro-6-(trifluoro-methyl)pyridin-2-yl)methyl)-2-methyl-3-oxopiperazine-1-carboxamide FC=1C=C(C=CC1OC(F)(F)F)[C@@H](NC(=O)N1[C@@H](C(NCC1)=O)C)C1=NC(=C(C=C1)F)C(F)(F)F |o1:12|